FC1=C(C=C(C=C1)F)[C@@H]1N(C[C@@H](C1)F)C1=NC=2N(C=C1)N=C(C2NC(=O)N[C@@H]2[C@@H](C2)F)F 1-(5-((2R,4R)-2-(2,5-difluorophenyl)-4-fluoropyrrolidin-1-yl)-2-fluoropyrazolo[1,5-a]pyrimidin-3-yl)-3-((1S,2R)-2-fluorocyclopropyl)urea